BrC1=NN(C(=C1)C(=O)N(CCC)C1=C(C=C(C=C1C(N(CCC)C)=O)Cl)Cl)C1=NC=CC=C1Cl 3-bromo-1-(3-chloropyridin-2-yl)-N-(2,4-dichloro-6-(methyl-N-propylcarbamoyl)phenyl)-N-propyl-1H-pyrazole-5-carboxamide